C(C1=CC=CC=C1)OCC(C#C)(C)C 4-benzyloxy-3,3-dimethyl-but-1-yne